(S)-N-(1-(5-cyano-3-fluoropyridin-2-yl)ethyl)-1-(5,6-difluoro-2,4-dioxo-1,4-dihydroquinazolin-3(2H)-yl)cyclopropane-1-carboxamide C(#N)C=1C=C(C(=NC1)[C@H](C)NC(=O)C1(CC1)N1C(NC2=CC=C(C(=C2C1=O)F)F)=O)F